[SiH3][SiH3] Di-Silan